Cl.ClC[C@@H](C)N1CCCC1 (R)-1-(1-chloropropane-2-yl)pyrrolidine hydrochloride